O[C@@H](CN1N=CC(=C1)C(=O)N)C 1-[(2R)-2-hydroxypropyl]-1H-pyrazole-4-carboxamide